(2-(3,4,5-trimethoxyphenyl)-1H-imidazol-4-yl)(3,4,5-trimethoxyphenyl)methanone COC=1C=C(C=C(C1OC)OC)C=1NC=C(N1)C(=O)C1=CC(=C(C(=C1)OC)OC)OC